CC1=CC=CC(N1C(C)C=1SC(=CC1)C1=NOC(=N1)C(F)(F)F)=O 6-methyl-1-[1-[5-[5-(trifluoromethyl)-1,2,4-oxadiazol-3-yl]-2-thienyl]ethyl]pyridin-2-one